Tert-butyl 6-(4-amino-2,6-dichlorophenoxy)-4-methyl-3,4-dihydropyrano[3,4-b]-indole-9(1H)-carboxylate NC1=CC(=C(OC=2C=C3C4=C(N(C3=CC2)C(=O)OC(C)(C)C)COCC4C)C(=C1)Cl)Cl